ClC1=CC=C(C=C1N)N 6-chloro-1,3-phenylenediamine